3,5,6-trichloro-4-(2,4-di-tert-butylphenoxy)-phthalonitrile ClC1=C(C(C#N)=C(C(=C1OC1=C(C=C(C=C1)C(C)(C)C)C(C)(C)C)Cl)Cl)C#N